N-[[6-[2-(3-hydroxy-3-methyl-cyclobutyl)acetyl]-6-azaspiro[2.5]octan-2-yl]methyl]-1H-pyrrolo[3,2-c]pyridine-2-carboxamide OC1(CC(C1)CC(=O)N1CCC2(C(C2)CNC(=O)C2=CC=3C=NC=CC3N2)CC1)C